naphthoquinoneselon C1(C(CC(C2=CC=CC=C12)=O)=[Se])=O